C(C)(C)(C)NCCNC(C)(C)C N,N'-Di-tert-butylethylendiamin